C(CC)(=O)OC=1C=NC=CC1 pyridine-3-Yl propionate